2-{4-[(trimethylsilyl)oxy]phenyl}-1,3-dioxan-5-one C[Si](OC1=CC=C(C=C1)C1OCC(CO1)=O)(C)C